C(CCCCC(=O)OC(C)C)(=O)OC(C)C adipic acid, diisopropyl ester